(2Z)-1-[2-Hydroxy-4,6-bis(methoxymethoxy)phenyl]-3-(2,2-dimethyl-2H-1-benzopyran-6-yl)-2-propene-1-one OC1=C(C(=CC(=C1)OCOC)OCOC)C(\C=C/C=1C=CC2=C(C=CC(O2)(C)C)C1)=O